CC1=NC=CC2=C(C=CC=C12)C(C(=O)O)N1CC(C1)OCCCCC[C@@H]1NC2=NC=CC=C2CC1 2-(1-methylisoquinolin-5-yl)-2-(3-(5-((S)-1,2,3,4-tetrahydro-1,8-naphthyridin-2-yl)pentyloxy)azetidin-1-yl)acetic acid